(S)-N-(5-(2-amino-3-((1S,2S)-2-fluorocyclopropane-1-carbonyl)imidazo[1,2-a]pyridine-6-yl)-2-methylphenyl)-3-phenylisooxazolidine-2-carboxamide NC=1N=C2N(C=C(C=C2)C=2C=CC(=C(C2)NC(=O)N2OCC[C@H]2C2=CC=CC=C2)C)C1C(=O)[C@H]1[C@H](C1)F